5-[4-amino-5-(trifluoromethyl)pyrrolo[2,1-f][1,2,4]triazin-7-yl]-2-ethyl-3-fluoro-N-[(3R,4S)-4-fluoro-1-(2-fluorobenzoyl)pyrrolidin-3-yl]benzamide NC1=NC=NN2C1=C(C=C2C=2C=C(C(=C(C(=O)N[C@@H]1CN(C[C@@H]1F)C(C1=C(C=CC=C1)F)=O)C2)CC)F)C(F)(F)F